The molecule is an acetate ester obtained by formal condensation of the carboxy group of acetic acid with the hydroxy group of 5-bromo-4-chloroindoxyl. It has a role as a chromogenic compound. It is a bromoindole, a chloroindole and an acetate ester. It derives from an indoxyl. CC(=O)OC1=CNC2=C1C(=C(C=C2)Br)Cl